Cl[Si]([Si](Cl)(C)C)(C)C 1,2-dichlorotetramethyldisilane